(methylthio)-2-pyridinemethanol CSC=1C(=NC=CC1)CO